5,6-dichloro-isobenzofuran-1(3H)-one ClC=1C=C2COC(C2=CC1Cl)=O